3-methoxy-N-(4-(2-(4-methoxyphenyl)propan-2-yl)thiazol-2-yl)-4-(piperazin-1-yl)benzamide COC=1C=C(C(=O)NC=2SC=C(N2)C(C)(C)C2=CC=C(C=C2)OC)C=CC1N1CCNCC1